2,6-dimethyl-4-(2-nitrophenyl)-1,4-dihydro-3,5-pyridinedicarboxylic acid dimethyl ester COC(=O)C1=C(NC(=C(C1C1=C(C=CC=C1)[N+](=O)[O-])C(=O)OC)C)C